C(CCCCC)C(C(O)=O)(CCCCCCCC)CCCCCC 2,2-dihexyl-capric acid